(3R,4R)-4-((5-fluoro-7-(6-methylpyridin-2-yl)pyrrolo[2,1-f][1,2,4]triazin-2-yl)amino)-1-(methylsulfonyl)piperidin-3-ol FC=1C=C(N2N=C(N=CC21)N[C@H]2[C@@H](CN(CC2)S(=O)(=O)C)O)C2=NC(=CC=C2)C